OC1=C(C=C(C(=C1)OCCCOC)OC)C(C)=O 1-(2-Hydroxy-5-methoxy-4-(3-methoxypropoxy)phenyl)ethan-1-one